Pyrrolo[2,3-d]pyrimidine compound with nitrogen [N].N1C=NC=C2C1=NC=C2